6-chloro-4-ethynyl-1H-pyrrolo[2,3-b]Pyridine ClC1=CC(=C2C(=N1)NC=C2)C#C